2,2,3,3-tetrafluoropropan-1-ol FC(CO)(C(F)F)F